4-(2-(4-Fluorophenyl)-1H-pyrrolo[2,3-b]pyridin-5-yl)-N-(3,3,3-trifluoro-2-hydroxy-propyl)thiophene-2-carboxamide FC1=CC=C(C=C1)C1=CC=2C(=NC=C(C2)C=2C=C(SC2)C(=O)NCC(C(F)(F)F)O)N1